6-(2-{5-[(7R)-7-amino-2-azabicyclo[2.2.1]heptane-2-carbonyl]-7-methoxy-1-methyl-1H-1,3-benzodiazol-2-yl}-1-(cyclopropylmethyl)-1H-pyrrolo[2,3-b]pyridin-6-yl)isoquinolin-3-ol N[C@H]1C2N(CC1CC2)C(=O)C2=CC1=C(N(C(=N1)C1=CC=3C(=NC(=CC3)C=3C=C4C=C(N=CC4=CC3)O)N1CC1CC1)C)C(=C2)OC